3-ethyl-5-(1-(3-oxo-3-(4-(5-(trifluoromethyl)pyrimidin-2-yl)piperazin-1-yl)propyl)piperidin-3-yl)pyridin-2(1H)-one C(C)C=1C(NC=C(C1)C1CN(CCC1)CCC(N1CCN(CC1)C1=NC=C(C=N1)C(F)(F)F)=O)=O